C(CCCCCC)OC(C(COS(=O)(=O)Cl)(C)C)=O 3-((chlorosulfonyl)oxy)-2,2-dimethylpropionic acid heptyl ester